N-((4-chloro-2,6-diisopropylphenyl)carbamoyl)-6-methoxynaphthalene-2-sulfonamide ClC1=CC(=C(C(=C1)C(C)C)NC(=O)NS(=O)(=O)C1=CC2=CC=C(C=C2C=C1)OC)C(C)C